2-methoxy-acetic acid prop-2-ynyl ester C(C#C)OC(COC)=O